tetra-n-butyl-ruthenium C(CCC)[Ru](CCCC)(CCCC)CCCC